(S)-4-(cyclopropylethynyl)-7-((4-(difluoromethyl)-6-oxopyrimidin-1(6H)-yl)methyl)-4-(trifluoromethyl)-3,4-dihydroquinazolin-2(1H)-one C1(CC1)C#C[C@@]1(NC(NC2=CC(=CC=C12)CN1C=NC(=CC1=O)C(F)F)=O)C(F)(F)F